5-amino-6-chloro-1H-indazol NC=1C=C2C=NNC2=CC1Cl